7-[2-[(2S)-2-methylazetidin-1-yl]-6,7-dihydro-5H-cyclopenta[d]pyrimidin-4-yl]-1H-quinazoline-2,4-dione C[C@@H]1N(CC1)C=1N=C(C2=C(N1)CCC2)C2=CC=C1C(NC(NC1=C2)=O)=O